OC(C)(C)C=1SC(=CN1)[S@](=O)(N)=NC(NC1=C2CCC2=CC=2CCC12)=O (S)-2-(2-hydroxypropan-2-yl)-N'-(tricyclo[6.2.0.03,6]deca-1,3(6),7-trien-2-ylcarbamoyl)thiazole-5-sulfonimidamide